FC1=CC=C2C=C(N(C2=C1)C(=O)OC(C)(C)C)C=1C=NC(=NC1)N1CCC(CC1)=O tert-Butyl 6-fluoro-2-(2-(4-oxopiperidin-1-yl)pyrimidin-5-yl)-1H-indole-1-carboxylate